C1(CCCC1)CCC=O 3-cyclopentyl-propan-1-one